CNC1CCC(CC1)C(=O)N1CC(C2=NC(=CC=C21)C)(C)C ((1r,4r)-4-(Methylamino)cyclohexyl)(3,3,5-trimethyl-2,3-dihydro-1H-pyrrolo[3,2-b]pyridin-1-yl)methanone